4-phenyl-1-tosyl-1,2,3,4-tetrahydropyridin-2-ol C1(=CC=CC=C1)C1CC(N(C=C1)S(=O)(=O)C1=CC=C(C)C=C1)O